(2S)-2-[2-(2-aminoacetamido)acetamido]-5-carbamimidamido-N-{[4-(6-methyl-1,2,4,5-tetrazin-3-yl)phenyl]methyl}pentanamide NCC(=O)NCC(=O)N[C@H](C(=O)NCC1=CC=C(C=C1)C=1N=NC(=NN1)C)CCCNC(=N)N